7-fluoro-2-(4-((2-methoxyethoxy)methoxy)-3-nitrophenyl)-6-(4-(trifluoromethyl)phenyl)-3,4-dihydroisoquinolin-1(2H)-one FC1=C(C=C2CCN(C(C2=C1)=O)C1=CC(=C(C=C1)OCOCCOC)[N+](=O)[O-])C1=CC=C(C=C1)C(F)(F)F